2-((4-(6-((4-Chloro-2-fluorobenzyl)oxy)pyridin-2-yl)piperidin-1-yl)methyl)-4-((1-fluorocyclopropyl)methoxy)-1-methyl-1H-benzo[d]imidazole-6-carboxylic acid ClC1=CC(=C(COC2=CC=CC(=N2)C2CCN(CC2)CC2=NC3=C(N2C)C=C(C=C3OCC3(CC3)F)C(=O)O)C=C1)F